C(C)(C)N1CC(C1)N(C([O-])=O)C=1N=CC2=C(C(=C(C=C2C1)C1=C(C2=C(OCCN2)N=C1)C)F)N 1-Isopropylazetidin-3-yl(8-amino-7-fluoro-6-(8-methyl-2,3-dihydro-1H-pyrido[2,3-b][1,4]oxazin-7-yl)isoquinolin-3-yl)carbamate